C(C1=NN=NN1CC1=CC=C(C=C1)C=C)C1=NN=NN1CC1=CC=C(C=C1)C=C 5,5'-methylenebis[1-(4-vinylbenzyl)-1H-tetrazole]